tert-butyl (2R,4R)-2-[2,3-dichloro-6-(methoxymethoxy)phenyl]-4-(2-ethoxy-2-oxoethyl)pyrrolidine-1-carboxylate ClC1=C(C(=CC=C1Cl)OCOC)[C@@H]1N(C[C@H](C1)CC(=O)OCC)C(=O)OC(C)(C)C